N-(3-(benzyloxy)-4-methoxybenzyl)-5-fluoro-2-morpholinobenzamide C(C1=CC=CC=C1)OC=1C=C(CNC(C2=C(C=CC(=C2)F)N2CCOCC2)=O)C=CC1OC